ClC1=C(C=C(C(=O)NC2=C(C=C(C=C2)Cl)F)C=C1)C(C(=O)N1CCC(CC1)O)(F)F 4-chloro-N-(4-chloro-2-fluorophenyl)-3-(1,1-difluoro-2-(4-hydroxypiperidin-1-yl)-2-oxoethyl)benzamide